NC=1SC(=CN1)CNC(C(=O)C1=C(C(=C(N1C)C)C(=O)NC1=CC(=C(C=C1)F)C)C)=O 5-(2-(((2-aminothiazol-5-yl)methyl)amino)-2-oxoacetyl)-N-(4-fluoro-3-methylphenyl)-1,2,4-trimethyl-1H-pyrrole-3-carboxamide